1,2,4,5,7,8-hexachloronaphthalene ClC1=C(C=C(C2=C(C=C(C(=C12)Cl)Cl)Cl)Cl)Cl